N-(cyclopentylsulfonyl)-4-((1S,4R,5R)-5-((5-cyclopropyl-3-(2,6-dichlorophenyl)isoxazol-4-yl)methoxy)-3-oxo-2-azabicyclo[2.2.1]heptan-2-yl)benzamide C1(CCCC1)S(=O)(=O)NC(C1=CC=C(C=C1)N1[C@@H]2C[C@H]([C@H](C1=O)C2)OCC=2C(=NOC2C2CC2)C2=C(C=CC=C2Cl)Cl)=O